CCCCCCCCCC(C)CC(=O)SCCNC(=O)CCNC(=O)[C@@H](C(C)(C)COP(=O)([O-])OP(=O)([O-])OC[C@@H]1[C@H]([C@H]([C@@H](O1)N2C=NC3=C(N=CN=C32)N)O)OP(=O)([O-])[O-])O The molecule is a medium chain fatty acyl-CoA(4-) arising from deprotonation of the phosphate and diphosphate functions of 3-methyldodecanoyl-CoA; major species at pH 7.3. It is a medium-chain fatty acyl-CoA(4-) and a saturated fatty acyl-CoA(4-). It is a conjugate base of a 3-methyldodecanoyl-CoA.